(1,1-cyclobutanedicarboxylate) platinum [Pt+2].C1(CCC1)(C(=O)[O-])C(=O)[O-]